CCCCCCCCCCCCCCCCOC(=O)CCCCCCCCCCC The molecule is a wax ester resulting from the formal condensation of lauric acid with palmityl alcohol. It is a wax ester and a dodecanoate ester. It derives from a hexadecan-1-ol.